O[C@@H](C[N+](C)(C)C)CC([O-])=O L-carnitine